S1C=CC2=C1C(OCC2)C2=CN=C(N2S(=O)(=O)N(C)C)C 5-(5,7-dihydro-4H-thieno[2,3-c]pyran-7-yl)-N,N,2-trimethyl-1H-imidazole-1-sulfonamide